BrC=1C=C2C(=NC1)N(C=C2C(=O)C=2C(=C(C=CC2F)NS(=O)(=O)C(C)C)F)C(C2=C(C=CC=C2Cl)Cl)=O N-[3-[5-Bromo-1-(2,6-dichlorobenzoyl)pyrrolo[2,3-b]pyridine-3-carbonyl]-2,4-difluoro-phenyl]propane-2-sulfonamide